(4-(2-Methylpyridin-4-yl)-2-((4-(methylsulfonyl)-3-(trifluoromethyl)phenyl)amino)thiazol-5-yl)methanol CC1=NC=CC(=C1)C=1N=C(SC1CO)NC1=CC(=C(C=C1)S(=O)(=O)C)C(F)(F)F